COC(=O)/C=C/C(=O)NCC(C(=O)O)NC(=O)[C@H](CC1=CC=C(C=C1)O)N The molecule is a dipeptide composed of 3-{[(2E)-4-methoxy-4-oxobut-2-enoyl]amino}alanine and L-tyrosine joined by peptide linkages. It has a role as a metabolite. It is a dipeptide, a dicarboxylic acid monoester and a methyl ester. It derives from a 3-aminoalanine and a L-tyrosine.